N[C@H](C=1N=C2N(N=CC(=C2)CC2C(N[C@@H](C2)C(F)(F)F)=O)C1)C1CCC(CC1)(F)F (5S)-3-((2-((S)-Amino(4,4-difluorocyclohexyl)methyl)imidazo[1,2-b]pyridazin-7-yl)methyl)-5-(trifluoromethyl)pyrrolidin-2-one